NC1=C2N=CN(C2=NC(=N1)N/N=C/C1=CC(=C(C=C1)OCC1=CC=CC=C1)OC)[C@@H]1O[C@@H]([C@H]([C@H]1O)O)CO (2R,3R,4S,5R)-2-{6-amino-2-{2-[(E)-4-(benzyloxy)-3-methoxybenzylidene]hydrazino}-9H-purin-9-yl}-5-(hydroxymethyl)tetrahydrofuran-3,4-diol